5-[[(5-chloro-3-pyridinyl)amino]methylene]-2,2-dimethyl-1,3-dioxane-4,6-dione ClC=1C=C(C=NC1)NC=C1C(OC(OC1=O)(C)C)=O